P(=O)(OCCCCCCCC\C=C\CCCCCCCC)(OCCCCCCCC\C=C\CCCCCCCC)[O-].[Na+] sodium di(trans-9-octadecenyl) phosphate